BrC=1C=C(C=C2CCOC(C12)C)F 8-bromo-6-fluoro-1-methylisochromane